methyl (S)-7-(ethylsulfonamido)-1,2,3-trimethoxy-10-oxo-5,6,7,10-tetrahydrobenzo[a]heptalen-9-carboxylate C(C)S(=O)(=O)N[C@H]1CCC2=C(C=3C=CC(C(=CC13)C(=O)OC)=O)C(=C(C(=C2)OC)OC)OC